1-[5-(5-chloro-2-methoxypyridin-4-yl)-1H-pyrazole-3-carbonyl]-N-(1,1-dioxo-3,4-dihydro-2H-1λ6-benzothiopyran-4-yl)piperidine-4-carboxamide ClC=1C(=CC(=NC1)OC)C1=CC(=NN1)C(=O)N1CCC(CC1)C(=O)NC1CCS(C2=C1C=CC=C2)(=O)=O